4-(methoxy(methyl)carbamoyl)-4-methylpiperidine-1-carboxylic acid tert-butyl ester C(C)(C)(C)OC(=O)N1CCC(CC1)(C)C(N(C)OC)=O